(R)-N-(3,3-difluoro-1-(oxetan-3-yl)piperidin-4-yl)-5-(8-fluoroimidazo[1,2-a]pyridin-6-yl)-4-methoxypyrrolo[2,1-f][1,2,4]triazin-2-amine FC1(CN(CC[C@H]1NC1=NN2C(C(=N1)OC)=C(C=C2)C=2C=C(C=1N(C2)C=CN1)F)C1COC1)F